4-[(2-chlorophenyl)methylamino]-6-(2-furyl)pyrimidine-5-carbonitrile ClC1=C(C=CC=C1)CNC1=NC=NC(=C1C#N)C=1OC=CC1